N-(2-fluorophenyl)-7-(6-morpholinopyrimidin-4-yl)quinazolin-4-amine FC1=C(C=CC=C1)NC1=NC=NC2=CC(=CC=C12)C1=NC=NC(=C1)N1CCOCC1